(S)-1-(2-(5-fluoro-2-methoxypyridin-4-yl)-5-methylphenyl)-2,2-dimethylpropan-1-ol FC=1C(=CC(=NC1)OC)C1=C(C=C(C=C1)C)[C@H](C(C)(C)C)O